3-chloro-2-oxo-1-(1-phenyl-1H-indol-6-yl)-1,2-dihydrothieno[2,3-b]pyrazine-7-carbonitrile ClC=1C(N(C2=C(N1)SC=C2C#N)C2=CC=C1C=CN(C1=C2)C2=CC=CC=C2)=O